butoxy-7-((6-methoxypyridin-2-yl)methyl)imidazo[2,1-f][1,2,4]triazin-4-amine C(CCC)OC1=NN2C(C(=N1)N)=NC=C2CC2=NC(=CC=C2)OC